di-silyl ether [SiH3]O[SiH3]